methyl (S)-5-amino-6-(((1S,4R)-4-(methoxycarbonyl)-3,3-dimethylcyclohexyl)amino)-2-methyl-3,4-dihydroquinoline-1(2H)-carboxylate NC1=C2CC[C@@H](N(C2=CC=C1N[C@@H]1CC([C@@H](CC1)C(=O)OC)(C)C)C(=O)OC)C